4-(4-cyanophenyl)-N-(1-oxo-1-(pyrrolidin-1-yl)propan-2-yl)butanamide C(#N)C1=CC=C(C=C1)CCCC(=O)NC(C(N1CCCC1)=O)C